BrC=1C=C(C=CC1)/C=C/C(=O)C1=CC=C(C=C1)OCCCBr (E)-3-(3-bromophenyl)-1-(4-(3-bromopropyloxy)phenyl)prop-2-en-1-one